C(C1=CC=CC=C1)OC1=NC(=CC=C1C1=CC=C(C=C1)NC[C@@H]1CN(CCC1)C(=O)OC(C)(C)C)OCC1=CC=CC=C1 tert-butyl (R)-3-(((4-(2,6-bis(benzyloxy)pyridin-3-yl)phenyl)amino)methyl)piperidine-1-carboxylate